C(C)(C)(C)N1C(N(C=2C1=C1C(=NC2)NC(=C1C1=CCC(CC1)OC)C1=CC=C(C=C1)CN1CCC(CC1)S(=O)(=O)C)C)=O 1-(tert-butyl)-8-(4-methoxycyclohex-1-en-1-yl)-3-methyl-7-(4-((4-(methylsulfonyl)piperidin-1-yl)methyl)phenyl)-3,6-dihydroimidazo[4,5-d]pyrrolo[2,3-b]pyridin-2(1H)-one